N-propylcyclohexane-1,3-diamine C(CC)NC1CC(CCC1)N